O=C1N(C(CCC1N1C(C2=CC=C(C=C2C1)O[C@H]1CN(C[C@H](C1)F)C(=O)OC(C)(C)C)=O)=O)COCC[Si](C)(C)C tert-butyl (3R,5S)-3-((2-(2,6-dioxo-1-((2-(trimethylsilyl)ethoxy) methyl)piperidin-3-yl)-1-oxoisoindolin-5-yl)oxy)-5-fluoropiperidine-1-carboxylate